C[C@@H]1COC2([C@H]1N)CCNCC2 (3S,4S)-3-methyl-oxa-8-azaspiro[4.5]decane-4-amine